2-Ethylsulfanyl-N-[(3-fluorophenyl)-methyl]-6-(3-methoxy-propyl-methyl-amino)-4-methyl-pyridine-3-carboxylic acid amide C(C)SC1=NC(=CC(=C1C(=O)NCC1=CC(=CC=C1)F)C)N(C)CCCOC